NC1=NN2C(C=CC(=C2)C=2C=CC(=C(C2)NC(=O)N2OCC[C@H]2C2=CC=CC=C2)C#N)=N1 (S)-N-(5-(2-amino-[1,2,4]triazolo[1,5-a]pyridin-6-yl)-2-cyanophenyl)-3-phenylisoxazolidine-2-carboxamide